(3aS,5aS,8R,8aS,9R,10aS)-9-(tert-butyl)-9-hydroxy-2,4,7-trioxo-6-(3,5-difluoro-phenyl)octahydro-4H,9H-furo[3'',2'':2',3']cyclopenta[1',2':3,4]furo[2,3-b]pyrrol-8-yl benzoate C(C1=CC=CC=C1)(=O)O[C@@H]1[C@@]23[C@@H](N(C1=O)C1=CC(=CC(=C1)F)F)OC([C@]21[C@H](C[C@@]3(O)C(C)(C)C)OC(C1)=O)=O